(S)-N-(1-(5-(2-Methoxychinolin-3-yl)-1,3,4-oxadiazol-2-yl)-7-oxononyl)-8-methyl-1-oxa-2,8-diazaspiro[4.5]dec-2-en-3-carboxamid COC1=NC2=CC=CC=C2C=C1C1=NN=C(O1)[C@H](CCCCCC(CC)=O)NC(=O)C1=NOC2(C1)CCN(CC2)C